C1(CC1)C1=CC=CC2=C1NC(=NS2(=O)=O)NC2=CC(=CC=C2)C(C)C 5-cyclopropyl-3-((3-isopropylphenyl)amino)-4H-benzo[e][1,2,4]thiadiazine 1,1-dioxide